((2R,3R,4R,5R)-5-(2-chloro-6-(cyclopentyl(methyl)amino)-9H-purin-9-yl)-4-fluoro-3-hydroxy-tetrahydrofuran-2-yl)methyl hydrogen ((dimethoxyphosphoryl)methyl)-phosphonate COP(=O)(OC)CP(OC[C@H]1O[C@H]([C@@H]([C@@H]1O)F)N1C2=NC(=NC(=C2N=C1)N(C)C1CCCC1)Cl)(O)=O